ethyl 8-((3-((4,5-dimethylthiazol-2-yl)carbamoyl)-2-methylphenyl)amino)octanoate CC=1N=C(SC1C)NC(=O)C=1C(=C(C=CC1)NCCCCCCCC(=O)OCC)C